O=C1C2=C(N=C(N1)[C@H]1[C@@H](CC1)C1=NC=CC=C1)N(N=C2C#N)[C@@H](C)C=2C=NC(=CC2)C(F)(F)F 4-Oxo-6-((1R,2R)-2-(pyridin-2-yl)cyclobutyl)-1-((S)-1-(6-(trifluoromethyl)pyridin-3-yl)ethyl)-4,5-dihydro-1H-pyrazolo[3,4-d]pyrimidin-3-carbonitril